O1C(=NC=C1)C1=NC=C(C=C1N)C(F)(F)F (oxazol-2-yl)-5-(trifluoromethyl)pyridin-3-amine